FC(CN1N=CC=2C1=NC(=NC2)N2CC1(CN(C1)C1=CC(=NC=C1)C(F)(F)F)CC2)(F)F 6-[1-(2,2,2-trifluoroethyl)-1H-pyrazolo[3,4-d]pyrimidin-6-yl]-2-[2-(trifluoromethyl)pyridin-4-yl]-2,6-diazaspiro[3.4]octane